C(C)(=O)N1CCC(CC1)C(=O)NC1=CC(=CC=C1)C=1N=C(C2=C(N1)C=C(S2)C=2C=NC=CC2)N2CCOCC2 1-acetyl-N-(3-(4-morpholino-6-(pyridin-3-yl)thieno[3,2-d]pyrimidin-2-yl)phenyl)piperidine-4-carboxamide